C1=CC=C2C(=C1)C=CC=C2N=NC3=C(C=CC4=CC(=CC(=C43)S(=O)(=O)[O-])S(=O)(=O)[O-])O.[Na+].[Na+] The molecule is an organic sodium salt that is the disodium salt of 7-hydroxy-8-[(naphthalen-1-yl)diazenyl]naphthalene-1,3-disulfonic acid. It has a role as a histological dye. It contains a 7-hydroxy-8-[(naphthalen-1-yl)diazenyl]naphthalene-1,3-disulfonate.